trimethylolpropane tris[2-aziridinylbutyrate] N1(CC1)C(C(=O)O)CC.N1(CC1)C(C(=O)O)CC.N1(CC1)C(C(=O)O)CC.C(O)C(CC)(CO)CO